ClC1=C2CCCN(C2=CC(=C1OCCCl)Cl)C=1C=C2C(=CN1)NN=C2 5,7-dichloro-6-(2-chloroethoxy)-1-(1H-pyrazolo[3,4-c]pyridin-5-yl)-1,2,3,4-tetrahydroquinoline